OC(C(O)(O)O)NCCN N'-Tetrahydroxyethylethylenediamine